C(C(=C)C)(=O)OCCC[Si](OC)(OC)C γ-methacryloxypropylmethyldimethoxysilane